5-oxo-5-(((10Z,34Z)-tetratetraconta-10,34-dien-22-yl)oxy)pentanoic acid O=C(CCCC(=O)O)OC(CCCCCCCCCC\C=C/CCCCCCCCC)CCCCCCCCCCC\C=C/CCCCCCCCC